FC1=C(C(N)=N)C=C(C=C1)OC=1C(=C2C=CNC2=CC1F)C=C 2-fluoro-5-((6-fluoro-4-vinyl-1H-indol-5-yl)oxy)-benzimidamide